C1C(O1)CCl (+/-)-epichlorohydrin